FC=1C=2N(C=C(C1)NC(=O)C=1C=CC(=C3N=CC=NC13)N1C[C@H](N([C@H](C1)C)C(=O)OC(C)(C)C)C)N=C(N2)C tert-butyl (2R,6S)-4-[8-({8-fluoro-2-methyl-[1,2,4]triazolo[1,5-a]pyridin-6-yl} carbamoyl)quinoxalin-5-yl]-2,6-dimethylpiperazine-1-carboxylate